N[C@@H]1CCC2=CC(=CC=C12)N1C(=NC=2C1=NC(=CC2)C2=CC=CC=C2)C=2C(=NC=CC2)N 3-{3-[(1R)-1-amino-2,3-dihydro-1H-inden-5-yl]-5-phenylimidazo[4,5-b]pyridin-2-yl}pyridin-2-amine